CC1=C(C=C(C(=O)O)C=C1)C#CC=1C=NC=CC1 4-methyl-3-(pyridin-3-ylethynyl)benzoic acid